Diphenyl-Nonylphenyl-Phosphite C1(=CC=CC=C1)C=1C(=C(C=CC1)P([O-])([O-])([O-])CCCCCCCCC)C1=CC=CC=C1